(3R)-3-{[9-Methyl-2-(1-methyl-1H-pyrazol-4-yl)[1,2,4]triazolo[1,5-c]quinazolin-5-yl]amino}azepan-2-one CC1=CC=2C=3N(C(=NC2C=C1)N[C@H]1C(NCCCC1)=O)N=C(N3)C=3C=NN(C3)C